2-Methyl-3,5-diethyl-4-isopropoxy-phenol CC1=C(C=C(C(=C1CC)OC(C)C)CC)O